C(CCCCCCC(C)C)OC(=O)C1C(CCCC1)C(=O)OCCCCCCCC(C)C diisodecylcyclohexane-1,2-dicarboxylate